tert-butyl (S)-(3-(5-chloro-2-methoxyphenyl)-5-(piperidin-1-yl)pentyl)(methyl)carbamate ClC=1C=CC(=C(C1)[C@H](CCN(C(OC(C)(C)C)=O)C)CCN1CCCCC1)OC